(3R)-3-{[2-(2,5-difluorophenyl)[1,2,4]triazolo[1,5-c]quinazolin-5-yl]amino}azepin-2-one FC1=C(C=C(C=C1)F)C1=NN2C(=NC=3C=CC=CC3C2=N1)NC=1C(N=CC=CC1)=O